Potassium (1-benzyl-4-methylpiperidin-4-yl)trifluoroborate C(C1=CC=CC=C1)N1CCC(CC1)(C)[B-](F)(F)F.[K+]